COC1=C(C=C(C=O)C=C1)OCCN1CCCC1 4-methoxy-3-[2-(pyrrolidinyl)ethoxy]Benzaldehyde